N1(CCCC1)CCCCNC(=O)OC(COCCCCCC(=O)OC\C=C/CCCCCC)C(COCCCCCC(=O)OC\C=C/CCCCCC)OC(NCCCCN1CCCC1)=O di((Z)-non-2-en-1-yl) 6,6'-((2,3-bis(((4-(pyrrolidin-1-yl)butyl)carbamoyl)oxy)-butane-1,4-diyl)bis(oxy))dihexanoate